benzyl (2R)-3-[4-(4,4-difluoropiperidin-1-yl) phenyl]-2-hydroxypropionate FC1(CCN(CC1)C1=CC=C(C=C1)C[C@H](C(=O)OCC1=CC=CC=C1)O)F